nonadecan-3-ol CCC(CCCCCCCCCCCCCCCC)O